NC1=NC=C(C2=C1C=NN2)NC(C(=O)N2[C@H](CC[C@@H](C2)C)C2=CC(=CC=C2)C#N)=O N-(4-amino-1H-pyrazolo[4,3-c]pyridin-7-yl)-2-((2R,5S)-2-(3-cyanophenyl)-5-methylpiperidin-1-yl)-2-oxoacetamide